ClC=1N=C(C2=C(N1)N=C(C=C2)C)C21CC(C2)(C1)C(F)(F)F 2-chloro-7-methyl-4-(3-(trifluoromethyl)bicyclo[1.1.1]pentan-1-yl)pyrido[2,3-d]pyrimidine